BrCC1=C(C=CC=C1)CC#N 2-(2-(bromomethyl)phenyl)acetonitrile